CC(C)(C)[O-].[K+] potassium tert.butylate